OC[C@H]1NC[C@H](C1)C (2S,4S)-2-(hydroxymethyl)-4-methylpyrrolidine